The molecule is an azaheterocycle sulfate salt that is a prodrug for isavuconazole, an antifungal agent used for the treatment of invasive aspergillosis and invasive mucormycosis. It has a role as a prodrug, an ergosterol biosynthesis inhibitor, an EC 1.14.13.70 (sterol 14alpha-demethylase) inhibitor and an orphan drug. It is an azaheterocycle sulfate salt, a triazole antifungal drug and a conazole antifungal drug. It contains an isavuconazonium. C[C@@H](C1=NC(=CS1)C2=CC=C(C=C2)C#N)[C@](CN3C=[N+](C=N3)C(C)OC(=O)N(C)C4=C(C=CC=N4)COC(=O)CNC)(C5=C(C=CC(=C5)F)F)O.OS(=O)(=O)[O-]